5-chloro-N-(5,6-difluoro-1H-indol-3-yl)-6-[6,6-difluoro-2-azaspiro[3.3]heptan-2-yl]pyridine-3-carboxamide ClC=1C=C(C=NC1N1CC2(C1)CC(C2)(F)F)C(=O)NC2=CNC1=CC(=C(C=C21)F)F